CC1=CC=C(C=C1)S(=O)(=O)O.N[C@@H](C)C1=NC=C(C=N1)C#N (S)-2-(1-aminoethyl)pyrimidine-5-carbonitrile 4-methylbenzenesulfonate